monoisoamyl fumarate C(\C=C\C(=O)[O-])(=O)OCCC(C)C